6-(azetidin-3-yl)-N-(3-chloro-2-fluoro-phenyl)pyrido[3,2-d]pyrimidin-4-amine N1CC(C1)C=1C=CC=2N=CN=C(C2N1)NC1=C(C(=CC=C1)Cl)F